N-(6-(2-chloro-5-fluorophenyl)-3-(3,3-difluoropropyl)-6-hydroxy-2-methyl-8-oxo-2,6,7,8-tetrahydropyrrolo[3,4-g]indazol-5-yl)-3-fluoro-5-(trifluoromethyl)benzamide ClC1=C(C=C(C=C1)F)C1(NC(C2=C1C(=CC1=C(N(N=C21)C)CCC(F)F)NC(C2=CC(=CC(=C2)C(F)(F)F)F)=O)=O)O